[OH-].CC(C(C)(C)C)[NH3+] tetramethyl-(ethyl)ammonium hydroxide